ClC1=C2C(=CC=NC2=C(C(=C1)[N+](=O)[O-])O)N1CCN(CC1)C 5-chloro-4-(4-methylpiperazin-1-yl)-7-nitroquinolin-8-ol